2-bromothiazolo[5,4-d]thiazole BrC=1SC=2N=CSC2N1